CC1(C(NC(C1)=O)=O)C1=CC=C(C=C1)C(=O)N1CCN(CC1)C1=NC(=C(C=C1C)C)C 3-methyl-3-{4-[4-(3,5,6-trimethylpyridin-2-yl)piperazine-1-carbonyl]phenyl}pyrrolidine-2,5-dione